tert-Butyl (S)-(4-(5-(3-aminophenyl)oxazol-2-yl)-4-(2-chloro-6-methoxybenzamido)butyl)carbamate NC=1C=C(C=CC1)C1=CN=C(O1)[C@H](CCCNC(OC(C)(C)C)=O)NC(C1=C(C=CC=C1OC)Cl)=O